(1-chloroisoquinolin-4-yl)-9-phenyl-9H-carbazole ClC1=NC=C(C2=CC=CC=C12)C1=CC=CC=2C3=CC=CC=C3N(C12)C1=CC=CC=C1